C(C1=CC=CC=C1)N(C=1C(=NC(=C(C1)F)Br)OCCCCCCCCCCCCCC)CC1=CC=CC=C1 N,N-dibenzyl-6-bromo-5-fluoro-2-(tridecylmethoxy)pyridin-3-amine